(R)-6-(2-(3-fluorophenyl)pyrrolidine-1-yl)-3-(6-fluoropyridin-2-yl)imidazo[1,2-b]Pyridazine FC=1C=C(C=CC1)[C@@H]1N(CCC1)C=1C=CC=2N(N1)C(=CN2)C2=NC(=CC=C2)F